FC(C(=O)O)(F)F.C(C1=CC=CC=C1)C1=CN=C(N1)C1=NC=CC(=C1)C=1C=NC=C(C1)S(=O)(=O)C 2'-(5-Benzyl-1H-imidazol-2-yl)-5-(methylsulfonyl)-3,4'-bipyridine trifluoroacetate salt